NC1=NC(=C2N=CN(C2=N1)CC(=O)NC1=CC(=NN1CC)C)NC1C(C1)C 2-(2-amino-6-((2-methylcyclopropyl)amino)-9H-purin-9-yl)-N-(1-ethyl-3-methyl-1H-pyrazol-5-yl)acetamide